C(C1=CC=CC=C1)OCC1(CCC(CC1)C)C(=O)OC methyl 1-((benzyloxy) methyl)-4-methylcyclohexane-1-carboxylate